C(CCCCCCCCCCC)OS(=O)(=O)C1=CC=CC=C1.COC=1C=CC2=C(CCC=3C=C4C=CC(=CC4=[O+]C23)OC)C1 5,6-dihydro-3,10-dimethoxybenzo[C]xanthylium dodecylbenzenesulfonate